N1C=NC2=C1C1=C(C=C2)CCC1 7,8-dihydro-6H-cyclopenta[e]benzimidazole